C(#N)C1=C(OC=2C=C3C(N(C=NC3=CC2)CCCC2CCN(CC2)CC(=O)N2CCC(CC2)C2=CC=C(C=C2)NC2C(NC(CC2)=O)=O)=O)C(=CC=C1NS(N(C)CC)(=O)=O)F 6-[2-cyano-3-[[ethyl(methyl)sulfamoyl]amino]-6-fluorophenoxy]-3-[3-[1-[2-[4-[4-[(2,6-dioxopiperidin-3-yl)amino]phenyl]piperidin-1-yl]-2-oxoethyl]piperidin-4-yl]propyl]-4-oxoquinazoline